[Li+].C(C)(=O)NC=1N=C2N(N=C(C=C2)C=2C(=NC(=C(C(=O)[O-])C2)OC([2H])([2H])[2H])C)C1 5-(2-acetamidoimidazo[1,2-b]pyridazin-6-yl)-2-(methoxy-d3)-6-methylnicotinic acid, lithium salt